FC=1C=C(C=NC1)CN1N=C(C=CC1=O)C=1C=NC(=NC1)OCSC 2-((5-fluoropyridin-3-yl)methyl)-6-(2-((methylthio)methoxy)pyrimidin-5-yl)pyridazin-3(2H)-one